Cl.FC=1C(=C2C=CN=CC2=CC1)CNC1CC(C1)OC1=CC(=CC=C1)C(F)(F)F (1r,3r)-N-((6-fluoroisoquinolin-5-yl)methyl)-3-(3-(trifluoromethyl)phenoxy)cyclobutane-1-amine hydrochloride